C[O-].C[Zr+3].C[O-].C[O-] methyl-zirconium methoxide